rac-(4aR,8aS)-6-(4-(1-(2-Chloro-4-fluorophenoxy)ethyl)piperidine-1-carbonyl)hexahydro-2H-pyrido[4,3-b][1,4]oxazin-3(4H)-one ClC1=C(OC(C)C2CCN(CC2)C(=O)N2C[C@@H]3[C@@H](OCC(N3)=O)CC2)C=CC(=C1)F |r|